CCC(CC(=O)O)=O.C(CC(=O)C)(=O)OC methyl acetoacetate (methyl acetoacetat)